cadmium nitrophenyl-thiophenol [N+](=O)([O-])C=1C(=C(C=CC1)S)C1=CC=CC=C1.[Cd]